FC(C1CC2(CN(C2)C(=O)N2C[C@@H]3[C@@H](OCC(N3)=O)CC2)C1)(C=1C=NC(=CC1)C(F)(F)F)F (4aR,8aS)-6-[6-[difluoro-[6-(trifluoromethyl)-3-pyridyl]methyl]-2-azaspiro[3.3]heptane-2-carbonyl]-4,4a,5,7,8,8a-hexahydropyrido[4,3-b][1,4]oxazin-3-one